4-fluoropiperidine hydrochloric acid salt Cl.FC1CCNCC1